BrC1=CC=C2C=C(CCC2=C1)C#CC1=CC=C(C=C1)CCCCC 7-Bromo-3-((4-pentylphenyl)ethynyl)-1,2-dihydronaphthalene